C(CCCCCCCCCCCCCCCCCCCCCCC)(=O)N[C@@H](CO)[C@H](O)CCCCCCCCCCCCCCCCC N-(tetracosanoyl)-eicosasphinganine